4-cyano-N-((1s,3s)-3-((5-(pyrimidin-4-yl)-1H-pyrrolo[2,3-b]pyridin-4-yl)amino)cyclobutyl)pyridine-2-sulfonamide C(#N)C1=CC(=NC=C1)S(=O)(=O)NC1CC(C1)NC1=C2C(=NC=C1C1=NC=NC=C1)NC=C2